3-((oxazol-5-ylmethyl)amino)benzoate O1C=NC=C1CNC=1C=C(C(=O)[O-])C=CC1